Cl.NC[C@H]1C[C@H](CC1)CO ((1S,3R)-3-(aminomethyl)cyclopentyl)methanol hydrochloride